N-(1,3-benzodioxol-4-ylmethyl)-N-methyl-1-[2-(1-piperidinyl)-4-pyridinyl]methanamine O1COC2=C1C=CC=C2CN(CC2=CC(=NC=C2)N2CCCCC2)C